The molecule is a dialkyl ketone that is hexane in which the two methylene protons at position 3 have been replaced by an oxo group. It has a role as a human urinary metabolite, a human xenobiotic metabolite, an insect attractant, a plant metabolite and a bacterial xenobiotic metabolite. It derives from a hydride of a hexane. CCCC(=O)CC